4-cyano-4-[(dodecyl-sulfanyl)sulfanyl]valeric acid C(#N)C(CCC(=O)O)(C)SSCCCCCCCCCCCC